((3S,4R)-3-Amino-4-fluoropiperidin-1-yl)(2-(1-ethyl-1H-indol-2-yl)-1-methyl-1H-benzo[d]imidazol-5-yl)methanone hydrochloride salt Cl.N[C@H]1CN(CC[C@H]1F)C(=O)C1=CC2=C(N(C(=N2)C=2N(C3=CC=CC=C3C2)CC)C)C=C1